ClCCC(=O)OC1=CC=C(C=C1)F 4-Fluorophenyl 3-chloropropanoate